2-(4-Nitrophenyl)pyrrolidine-2-carboxylic acid tert-butyl ester C(C)(C)(C)OC(=O)C1(NCCC1)C1=CC=C(C=C1)[N+](=O)[O-]